3-chloro-4-(methoxymethyl)-N2-methyl-benzene-1,2-diamine ClC1=C(C(=CC=C1COC)N)NC